1,2-diethylpiperidinium triflate [O-]S(=O)(=O)C(F)(F)F.C(C)[NH+]1C(CCCC1)CC